((1-(4-(pentafluoro-lambda6-sulfanyl)phenyl)-1H-indazol-3-yl)methyl)carbamic acid tert-butyl ester C(C)(C)(C)OC(NCC1=NN(C2=CC=CC=C12)C1=CC=C(C=C1)S(F)(F)(F)(F)F)=O